F[C@H]1CN(CC[C@H]1NC1=NN2C(C(=N1)OC)=C(C=C2)C=2C=C1N=CC=NC1=CC2)C2COC2 N-((3S,4R)-3-fluoro-1-(oxetan-3-yl)piperidin-4-yl)-4-methoxy-5-(quinoxalin-6-yl)pyrrolo[2,1-f][1,2,4]triazin-2-amine